(2S,3S,4R,5R)-2-fluoro-2-(hydroxymethyl)-5-(4-(methylthio)-7H-pyrrolo[2,3-d]pyrimidin-7-yl)tetrahydrofuran-3,4-diol F[C@@]1(O[C@H]([C@@H]([C@@H]1O)O)N1C=CC2=C1N=CN=C2SC)CO